palmitoyl ether phosphate P(=O)(O)(O)O.C(CCCCCCCCCCCCCCC)(=O)OC(CCCCCCCCCCCCCCC)=O